methyl 2-chloro-7,7-dimethyl-5,6,7,8-tetrahydroquinoline-3-carboxylate ClC1=NC=2CC(CCC2C=C1C(=O)OC)(C)C